[Ru](Cl)Cl.C1(C=CC2=CC=CC=C12)C1(CCCCC1)P(C1CCCCC1)C1CCCCC1.C1(C=CC2=CC=CC=C12)C1(CCCCC1)P(C1CCCCC1)C1CCCCC1 bis(indenyl-tricyclohexylphosphine) ruthenium dichloride